N-(4-(1-(1-(butylsulfonyl)azetidin-3-yl)-1H-pyrazol-4-yl)-1H-pyrrolo[2,3-b]pyridin-6-yl)cyclopropylcarboxamide C(CCC)S(=O)(=O)N1CC(C1)N1N=CC(=C1)C1=C2C(=NC(=C1)NC(=O)C1CC1)NC=C2